2-(((tert-butyldiphenylsilyl) oxy) methyl)-3,8-diazabicyclo[3.2.1]octane-8-carboxylate [Si](C1=CC=CC=C1)(C1=CC=CC=C1)(C(C)(C)C)OCC1C2CCC(CN1)N2C(=O)[O-]